C(N)(=O)C=1C2=C(OCC1)C=CC1=CC=CC=C12 carbamyl-3H-naphtho[2,1-b]pyrane